hydroxyibuprofen CC(C1=CC=C(C=C1)CC(C)(C)O)C(=O)O